C(C=C)(=O)OCCCCC[Si](OC)(OC)C acryloxypentyl-methyl-dimethoxysilane